1-(4-(2-(4-methyl-4H-1,2,4-triazol-3-yl)phenyl)-6-(1-oxo-4-(trifluoromethyl)isoindolin-2-yl)pyridin-2-yl)cyclopropane-1-carboxylic acid CN1C(=NN=C1)C1=C(C=CC=C1)C1=CC(=NC(=C1)N1C(C2=CC=CC(=C2C1)C(F)(F)F)=O)C1(CC1)C(=O)O